COC1=C(C[C@H]2N(CCCCC2)C2=CC(=CC(N2)=O)N2CCOCC2)C=CC=C1OC (S)-6-(2-(2,3-dimethoxybenzyl)azepan-1-yl)-4-morpholinopyridin-2(1H)-one